C1(CC1)C=1C2=C(C(NC1)=O)N(C(=C2)CN2C[C@H](CCC2)C)COCC[Si](C)(C)C 4-cyclopropyl-2-[[(3S)-3-methylpiperidin-1-yl]methyl]-1-(2-trimethylsilylethoxy-methyl)-6H-pyrrolo[2,3-c]pyridin-7-one